CC=1C(=NC=C(C1)C)OCC(C(=O)N[C@@H]1[C@H](CNCC1)F)(C)C 3-((3,5-dimethylpyridin-2-yl)oxy)-N-((3s,4s)-3-fluoropiperidin-4-yl)-2,2-dimethylpropionamide